COC1=C(CN2C(OC3=C2C=C(C=C3)C)=O)C=CC=C1OC 3-(2,3-dimethoxybenzyl)-5-methylbenzoxazol-2-one